C(C1CC(C(CC1)N)C)C1CC(C(CC1)N)C 4,4'-methylenebis-(2-methyl-cyclohexyl-amine)